tert-butyl-isoquinoline C(C)(C)(C)C1=NC=CC2=CC=CC=C12